C(CCCC)C1CCC(CC1)C1=CC=C(C=C1)B(O)O [4-(4-pentylcyclohexyl)-phenyl]-boronic acid